C(C1=CC=CC=C1)OC=1C=C2CC[C@@H]([C@@H](C2=CC1)C1=C(C=C(C=C1)N1CCC2(C[C@@H](CO2)C(OC)OC)CC1)OC)C1=CC=CC=C1 (3S)-8-[4-[(1S,2S)-6-benzyloxy-2-phenyl-tetralin-1-yl]-3-methoxy-phenyl]-3-(dimethoxymethyl)-1-oxa-8-azaspiro[4.5]decane